9-(4-chloro-2-fluoro-phenyl)-7-[6-(6-methoxy-3-pyridyl)-3,6-dihydro-2H-pyran-4-yl]-2,3-dimethyl-pyrimido[1,2-b]pyridazin-4-one ClC1=CC(=C(C=C1)C=1C=2N(N=C(C1)C=1CCOC(C1)C=1C=NC(=CC1)OC)C(C(=C(N2)C)C)=O)F